(Difluoro-lambda4-sulfanylidene)-diethyl-ammonium FS(F)=[N+](CC)CC